7-(1-(difluoromethyl)-1H-pyrazol-4-yl)-1-methyl-2-oxo-1,2,3,4-tetrahydro-1,4-diazepine FC(N1N=CC(=C1)C1=CCNCC(N1C)=O)F